C(CCCC(=O)Cl)(=O)Cl glutaroyl chloride